(2R,3S,4R)-4-amino-2-(6-bromopyridin-2-ylcarbamoyl)-3-fluoropyrrolidine-1-carboxylic acid tert-butyl ester C(C)(C)(C)OC(=O)N1[C@@H]([C@H]([C@@H](C1)N)F)C(NC1=NC(=CC=C1)Br)=O